NC=1SC2=C(N1)C=C(C=C2)C(=O)NC amino-N-methyl-1,3-benzothiazole-5-carboxamide